ClC[C@@H](COC1=C(C=C(C=C1)C(C)(C)C1=CC=C(C=C1)OC[C@H](CN1N=NC=C1CO)O)Cl)O (R)-1-chloro-3-(2-chloro-4-(2-(4-((S)-2-hydroxy-3-(5-(hydroxymethyl)-1H-1,2,3-triazol-1-yl)propoxy)phenyl)propan-2-yl)phenoxy)propan-2-ol